[Y].COCCOC 1,2-dimethoxyethane yttrium